OC1(CCC(CC1)COC1=C(C=C(C=C1)S(=O)(=O)NC(C1=CC=CC=C1)=O)[N+](=O)[O-])C N-((4-((4-hydroxy-4-methylcyclohexyl)methoxy)-3-nitrophenyl)sulfonyl)benzamide